O=C1N(C(N(C(N1CCNC(CCl)=O)=O)CCNC(CCl)=O)=O)CCNC(CCl)=O N,N',N''-((2,4,6-trioxo-1,3,5-triazinane-1,3,5-triyl)tris(ethane-2,1-diyl))tris(2-chloroacetamide)